5-(3,3-difluorocyclobutyl)-3-(trifluoromethyl)-5a,6,8,9-tetrahydropyrido[3',2':4,5]imidazo[1,2-a]pyrazin FC1(CC(C1)N1C2=C(N3C1CNCC3)N=CC(=C2)C(F)(F)F)F